N-(12-trimethoxysilyl-dodecyl)-[1,3,5]triazine-2,4,6-triamine CO[Si](CCCCCCCCCCCCNC1=NC(=NC(=N1)N)N)(OC)OC